4-BROMO-5-METHYLTHIOPHENE-2-CARBALDEHYDE BrC=1C=C(SC1C)C=O